Benzhydryl 5-oxo-L-prolinate O=C1CC[C@H](N1)C(=O)OC(C1=CC=CC=C1)C1=CC=CC=C1